(4-Aminoisoindolin-2-yl)(4,6-dihydroxy-3-methyl-2-(2,2,2-trifluoroethoxy)phenyl)meth-anone NC1=C2CN(CC2=CC=C1)C(=O)C1=C(C(=C(C=C1O)O)C)OCC(F)(F)F